(pyrimidin-2-ylmethoxy)benzonitrile N1=C(N=CC=C1)COC1=C(C#N)C=CC=C1